4-bromo-4'-propyl-biphenyl tert-butyl-(2S,4R)-4-((6-chloropyrazin-2-yl)oxy)-2-ethylpiperidine-1-carboxylate C(C)(C)(C)OC(=O)N1[C@H](C[C@@H](CC1)OC1=NC(=CN=C1)Cl)CC.BrC1=CC=C(C=C1)C1=CC=C(C=C1)CCC